dimethylamine hydrochloric acid salt Cl.CNC